C(C)(=O)NC(C(=O)N)CS 2-(acetylamino)-3-sulfanylpropanamide